2-(8-((2S,5R)-5-ethyl-2-methyl-4-(1-(2-methylthiazolo[5,4-b]pyridin-5-yl)propyl)piperazin-1-yl)-5-methyl-6-oxo-5,6-dihydroimidazo[1,2-b]pyridazin-2-yl)acetonitrile C(C)[C@H]1N(C[C@@H](N(C1)C=1C=2N(N(C(C1)=O)C)C=C(N2)CC#N)C)C(CC)C2=CC=C1C(=N2)SC(=N1)C